C(C)(C)(C)OC(=O)N1CCC2(CC1)COC1=C2C(=CC=C1)NC.COC=1C=CC=2C3=C(C(=NC2N1)C)N=C(N3CC3=NC=C(C=N3)S(=O)(=O)N)C 2-((7-methoxy-2,4-dimethyl-1H-imidazo[4,5-c][1,8]naphthyridin-1-yl)methyl)pyrimidine-5-sulfonamide tert-butyl-4-(methylamino)-2H-spiro[benzofuran-3,4'-piperidine]-1'-carboxylate